CN(C(=O)CCCCCCCCC)C N,N-diMethyl-capric amide